7-methoxy-6-nitro-4-[1-(oxan-2-yl)-3-phenyl-1H-pyrazol-4-yl]quinazoline COC1=C(C=C2C(=NC=NC2=C1)C=1C(=NN(C1)C1OCCCC1)C1=CC=CC=C1)[N+](=O)[O-]